(E)-1-nitropent-2-ene [N+](=O)([O-])C\C=C\CC